FC=1C=C(C=CC1)CCN1N=C(C(=C1C1=NNC(=N1)N1N=C(C=2C1=CN=C(C2)C)C(=O)N)O)C 1-(3-(1-(3-fluorophenylethyl)-4-hydroxy-3-methyl-1H-pyrazol-5-yl)-1H-1,2,4-triazol-5-yl)-5-methyl-1H-pyrazolo[3,4-c]pyridine-3-carboxamide